3-(2-(2-hydroxy-5-(trifluoromethyl)pyridin-3-yl)ethyl)piperazine-1-carboxylic acid tert-butyl ester C(C)(C)(C)OC(=O)N1CC(NCC1)CCC=1C(=NC=C(C1)C(F)(F)F)O